(1S)-1-(5-chloro-2-fluorophenyl)propane-1,3-diol ClC=1C=CC(=C(C1)[C@H](CCO)O)F